BrC=1C(=C(C=CC1)N1N=C(N=C1CCN(C(OC(C)(C)C)=O)C)C)F tert-butyl (2-(1-(3-bromo-2-fluorophenyl)-3-methyl-1H-1,2,4-triazol-5-yl)ethyl)(methyl)carbamate